NC1=CC(=C(OC2=C(C(=NC=N2)N(C(=O)OC(C)(C)C)C(=O)OC(C)(C)C)Cl)C=C1)Cl 6-(4-amino-2-chlorophenoxy)-5-chloro-N,N-di-tert-butoxycarbonylpyrimidin-4-amine